(4S)-4-((tert-butyldiphenylsilyl)oxy)-2-(3-chloropropyl)pyrrolidine-2-carboxylic acid methyl ester COC(=O)C1(NC[C@H](C1)O[Si](C1=CC=CC=C1)(C1=CC=CC=C1)C(C)(C)C)CCCCl